O=C1NC(CCC1N1C(C2=CC=CC(=C2C1=O)NCCOCCOCCOCCOCCOCCC(=O)OCCCC)=O)=O butyl 3-[2-[2-[2-[2-[2-[[2-(2,6-dioxo-3-piperidyl)-1,3-dioxo-isoindolin-4-yl]amino]ethoxy]ethoxy]ethoxy]ethoxy]ethoxy]propanoate